3,3-diphenylacrylic anhydride C1(=CC=CC=C1)C(=CC(=O)OC(C=C(C1=CC=CC=C1)C1=CC=CC=C1)=O)C1=CC=CC=C1